FC1(C(C=2C(=CN(C2CC1)C1=CC=C(C=C1)F)C(F)(F)F)O)F 5,5-difluoro-1-(4-fluorophenyl)-3-(trifluoromethyl)-4,5,6,7-tetrahydro-1H-indol-4-ol